N-(5-(2-(((1r,4r)-4-aminocyclohexyl)amino)-8-ethylquinazolin-6-yl)-4-methoxy-pyrimidin-2-yl)-2-chlorobenzene-sulfonamide NC1CCC(CC1)NC1=NC2=C(C=C(C=C2C=N1)C=1C(=NC(=NC1)NS(=O)(=O)C1=C(C=CC=C1)Cl)OC)CC